4-(2-((1-(3,3-Difluorocyclobutyl)-1H-pyrazol-4-yl)amino)-5-methylpyrimidin-4-yl)benzoic Acid FC1(CC(C1)N1N=CC(=C1)NC1=NC=C(C(=N1)C1=CC=C(C(=O)O)C=C1)C)F